4-(bromomethyl)-5-chloro-3-(difluoromethyl)-1-(3-fluorophenyl)-1H-pyrazole BrCC=1C(=NN(C1Cl)C1=CC(=CC=C1)F)C(F)F